dl-2,4,6-trimethylphenylsulfonium trifluoromethanesulfonate FC(S(=O)(=O)[O-])(F)F.CC1=C(C(=CC(=C1)C)C)[SH2+]